COC1=C(C=CC(=C1)N1CCNCC1)NC1=NC2=CC(=C(C=C2C(=C1)C(F)(F)F)C(=O)O)OC 2-(2-methoxy-4-(piperazin-1-yl)phenyl)amino-7-methoxy-4-trifluoromethyl-6-quinolinecarboxylic acid